BrC=1C(=C(OC2=CC=C(C=C2)C[C@H](CC(=O)OCC)C)C=CC1)C ethyl (3R)-4-[4-(3-bromo-2-methyl-phenoxy)phenyl]-3-methyl-butanoate